N1C(CC1)C1=NC2=CC=C(C=C2C(N1C1=CC=CC=C1)=O)[N+](=O)[O-] 2-(azetidin-2-yl)-6-nitro-3-phenylquinazolin-4(3H)-one